CO[C@H]1[C@@H](OC)O[C@@H]([C@H]([C@@H]1OC)OC)CO Methyl 2,3,4-Tri-O-methyl-α-D-glucopyranoside